CC(C)C=1N=COC1 4-(propan-2-yl)-1,3-oxazol